(4-nitro-1H-imidazol-2-yl)(1,4-oxazepan-4-yl)methanone [N+](=O)([O-])C=1N=C(NC1)C(=O)N1CCOCCC1